(10R)-(-)-camphorsulfonic acid C12(C(=O)CC(CC1)C2(C)C)CS(=O)(=O)O